C(#N)CC=1C=C2C=C(NC2=CC1OCC1=NOC=C1)CNC(=O)C1(CC1)C N-((5-(cyanomethyl)-6-(isoxazol-3-ylmethoxy)-1H-indol-2-yl)methyl)-1-methylcyclopropane-1-carboxamide